NC1C=CC(S(N)(=O)=O)=CC=1 p-Aminobenzenesulfonamide